((2-((2-bromo-[1,1'-biphenyl]-3-yl)methoxy)-4-methoxy-6-(pyridin-3-ylmethoxy)pyrimidin-5-yl)methyl)-L-serine BrC1=C(C=CC=C1COC1=NC(=C(C(=N1)OC)CN[C@@H](CO)C(=O)O)OCC=1C=NC=CC1)C1=CC=CC=C1